8-[(1R)-1-[[2-(2-Fluorophenyl)-3-pyridyl]amino]ethyl]-6-methyl-3-(3-methylisoxazol-4-yl)-2-(3-pyridyl)chromen-4-one FC1=C(C=CC=C1)C1=NC=CC=C1N[C@H](C)C=1C=C(C=C2C(C(=C(OC12)C=1C=NC=CC1)C=1C(=NOC1)C)=O)C